C(#N)[C@H]1N(CSC1)C(CNC(=O)C1=CC=NC2=CC=C(C=C12)OCCC)=O (R)-N-(2-(4-cyanothiazolidin-3-yl)-2-oxoethyl)-6-propoxyquinoline-4-carboxamide